COC=1C=C(C=CC1)N1C(=C2C(N(N=CC2=C1C)C1=CC=C(C=C1)CNC)=O)C 6-(3-Methoxyphenyl)-5,7-dimethyl-2-(4-((methylamino)methyl)phenyl)-2,6-dihydro-1H-pyrrolo[3,4-d]pyridazin-1-one